C(#N)\C(=C/C1=C(N(C(=C1)C)C=1SC(=CC1C#N)C1=NC=CC=C1)C)\C1=NC2=C(C=NC(=C2)OC)N1 (E)-2-(3-(2-cyano-2-(6-methoxy-3H-imidazo[4,5-c]pyridin-2-yl)vinyl)-2,5-dimethyl-1H-pyrrol-1-yl)-5-(pyridin-2-yl)thiophene-3-carbonitrile